OC1C2C3=CC=CC=C3C(CC1)N2C(=O)OC(C)(C)C Tert-butyl 9-hydroxy-12-azatricyclo[6.3.1.02,7]dodeca-2,4,6-triene-12-carboxylate